tert-Butyl 5-({(4R)-1-[(9H-fluoren-9-ylmethoxy)carbonyl]-4-fluoro-D-prolyl}amino)-1H-pyrrolo[3,2-b]pyridine-1-carboxylate C1=CC=CC=2C3=CC=CC=C3C(C12)COC(=O)N1[C@H](C[C@H](C1)F)C(=O)NC1=CC=C2C(=N1)C=CN2C(=O)OC(C)(C)C